L-2-hydroxyglutamic acid O[C@](N)(CCC(=O)O)C(=O)O